di-tert-butyl-(1,1-diphenyl-1-propen-2-yl)phosphine C(C)(C)(C)P(C(=C(C1=CC=CC=C1)C1=CC=CC=C1)C)C(C)(C)C